9-bromo-7-chlorofuro[3,2-g]quinoline-2-carboxamide BrC=1C2=C(C=C3C=CC(=NC13)Cl)C=C(O2)C(=O)N